2-((7-bromo-4-chlorobenzofuran-2-yl)methyl)isoindoline-1,3-dione BrC1=CC=C(C=2C=C(OC21)CN2C(C1=CC=CC=C1C2=O)=O)Cl